cyclopentyl-methyl-(2-oxo-cyclohexyl)sulfonium C1(CCCC1)[S+](C1C(CCCC1)=O)C